2-((S)-1-propenoyl-4-(7-(8-methylnaphthalen-1-yl)-2-(2-((R)-tetrahydrofurane-3-yloxy)ethyl)-5,6,7,8-tetrahydropyrido[3,4-d]pyrimidin-4-yl)piperazin-2-yl)acetonitrile C(C=C)(=O)N1[C@H](CN(CC1)C=1C2=C(N=C(N1)CCO[C@H]1COCC1)CN(CC2)C2=CC=CC1=CC=CC(=C21)C)CC#N